[Si](C)(C)(C(C)(C)C)OC(CN(CCCCCCCC(=O)OC(CCCCCCCC)CCCCCCCC)CCCO)CCCCCCCCCCCC heptadecan-9-yl 8-((2-((tert-butyldimethylsilyl) oxy) tetradecyl) (3-hydroxypropyl)-amino)octanoate